N-[2-(1-benzylpiperidin-4-yl)ethyl]-4-(5-cyanopyridin-2-yl)piperazine-1-carboxamide C(C1=CC=CC=C1)N1CCC(CC1)CCNC(=O)N1CCN(CC1)C1=NC=C(C=C1)C#N